N-(3-amino-5-(trifluoromethyl)phenyl)acetamide NC=1C=C(C=C(C1)C(F)(F)F)NC(C)=O